C(CC)OC(C)OC1C(C(CC=C1C)C)C 6-(1-Propoxyethoxy)-1,4,5-trimethyl-cyclohexene